NC1=C2C(=C3C(=N1)C=C(N3)C(=O)N(C)[C@@H]3COC1(C4=CC(=CC(=C34)F)C(F)(F)F)CC1)CO[C@@H]2C (R)-5-amino-N-((S)-5'-fluoro-7'-(trifluoromethyl)spiro[cyclopropane-1,1'-isochroman]-4'-yl)-N,6-dimethyl-6,8-dihydro-1H-furo[3,4-d]pyrrolo[3,2-b]pyridine-2-carboxamide